bis-(1-hydroxydodecyl) selenide OC(CCCCCCCCCCC)[Se]C(CCCCCCCCCCC)O